Ethyl 7-phenyl-6,7-dihydro-5H-pyrrolo[1,2-b][1,2,4]triazole-2-carboxylate C1(=CC=CC=C1)C1CCN2N=C(N=C21)C(=O)OCC